FC1=C(N=C2N(C1=O)[C@H](CCN2CC(C=2C=NC=CC2)=O)C(F)(F)F)N2[C@@H](COCC2)C (R)-3-Fluoro-2-((R)-3-methylmorpholin-4-yl)-9-(2-oxo-2-pyridin-3-ylethyl)-6-trifluoromethyl-6,7,8,9-tetrahydro-pyrimido[1,2-a]-pyrimidin-4-one